CC1=C(CN(C(C(CC)CC)=O)C2=CC=CC=C2)C(=CC(=C1)C)C=CC1=CC=C(C=C1)OC N-(2,4-dimethyl-6-(4-methoxystyryl)benzyl)-2-ethyl-N-phenyl-butanamide